C1(=CC=C(C=C1)C(CC(=O)O)NC1=CC(=CC=C1)Cl)C1=CC=CC=C1 3-([1,1'-Biphenyl]-4-yl)-3-((3-chlorophenyl)amino)propanoic acid